C(C)C=1N=C2N(C=C(C=C2)C2CCN(CC2)C(CC)=O)C1N(C)C=1SC(=C(N1)C1=CC=C(C=C1)F)CO 1-(4-(2-ethyl-3-((4-(4-fluorophenyl)-5-(hydroxymethyl)thiazol-2-yl)(methyl)amino)imidazo[1,2-a]pyridin-6-yl)piperidin-1-yl)propan-1-one